C1(CC1)C=1N=NN(C1)[C@H](C(=O)N1[C@@H](C[C@H](C1)O)C(=O)NCCN1CCC=CC1)C(C)(C)C (2S,4R)-1-[(2S)-2-(4-cyclopropyltriazol-1-yl)-3,3-dimethyl-butanoyl]-N-[2-(3,6-dihydro-2H-pyridin-1-yl)ethyl]-4-hydroxy-pyrrolidine-2-carboxamide